C[C@]1(C2=C(NC=3N=CC=C(C13)CC(F)(F)F)CC(CC2=O)(C)C)C2=CC=CC=C2 (S)-5,8,8-trimethyl-5-phenyl-4-(2,2,2-trifluoroethyl)-7,8,9,10-tetrahydrobenzo[b][1,8]naphthyridin-6(5H)-one